(1-methylpropan-1-yl)phosphine oxide CC(CC)[PH2]=O